S(N)(=O)(=O)CNCCC1CN(C1)C1=NC=NC2=CC(=CC=C12)OC 4-(3-(2-sulfamoylmethylaminoethyl)azetidine-1-yl)-7-methoxyquinazoline